ClC=1C=CC=C2C=CC=C(C12)N1CC=2N=C(N=C(C2CC1)N1C[C@@H](N(CC1)C(C(=C)F)=O)CC#N)OC[C@H]1N(CCC1)C([2H])([2H])[2H] 2-((S)-4-(7-(8-chloronaphthalen-1-yl)-2-(((S)-1-(methyl-d3)pyrrolidin-2-yl)methoxy)-5,6,7,8-tetrahydropyrido[3,4-d]pyrimidin-4-yl)-1-(2-fluoroacryloyl)piperazin-2-yl)acetonitrile